ON=C(CC1(CC1)C(F)(F)F)N N'-hydroxy-2-[1-(trifluoromethyl)cyclopropyl]Acetamidine